ethyl 2,2,4-trimethyl-3-hydroxyvalerate CC(C(=O)OCC)(C(C(C)C)O)C